MORPHOLIN-4-YL-ACETALDEHYDE N1(CCOCC1)CC=O